(S)-2-[2-[(S)-3-methoxypyrrolidine-1-carbonyl]-6-(3-methyl-1H-pyrrolo[2,3-b]pyridin-5-yl)-1,2,3,4-tetrahydroisoquinolin-8-yl]pyrrolidine-1-carboxylic acid tert-butyl ester C(C)(C)(C)OC(=O)N1[C@@H](CCC1)C=1C=C(C=C2CCN(CC12)C(=O)N1C[C@H](CC1)OC)C=1C=C2C(=NC1)NC=C2C